BrC1=CC=C(C=C1)CCO 2-(4-bromophenyl)ethan-1-ol